CC1=CC(=NN1C1=CC=C(C=C1)OC(F)(F)F)OC1CCC2(CNC2)CC1 7-[5-methyl-1-[4-(trifluoromethoxy)phenyl]pyrazol-3-yl]oxy-2-azaspiro[3.5]nonane